C1(CC1)[C@]1(C(NC(N1)=O)=O)CCC(=O)N1CCC2=C(CC1)C=C(C=C2)F (S)-5-cyclopropyl-5-(3-(7-fluoro-1,2,4,5-tetrahydro-3H-benzo[d]azepin-3-yl)-3-oxopropyl)imidazolidine-2,4-dione